bis(diaminomethylene)guanidine HCl Cl.NC(N)=NC(N=C(N)N)=N